OCC(C1=CC(=CC=C1)[N+](=O)[O-])NC(OC(C)(C)C)=O tert-butyl (2-hydroxy-1-(3-nitrophenyl)ethyl)carbamate